ClC1=C2C(=C(N=C1)OC)N(C(=C2)CO)COCC[Si](C)(C)C (4-chloro-7-methoxy-1-{[2-(trimethylsilyl)ethoxy]methyl}-1H-pyrrolo[2,3-c]pyridin-2-yl)methanol